(E)-3-(4-(4-((2-(4-ethoxyphenoxy)-2-methylpropanoyl)oxy)butoxy)-3-methoxyphenyl)acrylic acid C(C)OC1=CC=C(OC(C(=O)OCCCCOC2=C(C=C(C=C2)/C=C/C(=O)O)OC)(C)C)C=C1